(3S)-7-((2S,5R)-4-acryloyl-2,5-dimethylpiperazin-1-yl)-9-chloro-10-(5-chloro-2-fluorophenyl)-3-(morpholinomethyl)-2,3-dihydro-5H-[1,4]oxazino[2,3,4-ij]quinazolin-5-one C(C=C)(=O)N1C[C@@H](N(C[C@H]1C)C1=NC(N2C3=C(C(=C(C=C13)Cl)C1=C(C=CC(=C1)Cl)F)OC[C@@H]2CN2CCOCC2)=O)C